NN1C(N(C(C=C1C(F)(F)F)=O)C=1C(=CC(=C(\C=N\OC(C(=O)OC)C)C1)Cl)F)=O methyl 2-{[(E)-{5-[3-amino-2,6-dioxo-4-(trifluoromethyl)-3,6-dihydropyrimidin-1(2H)-yl]-2-chloro-4-fluorobenzylidene}amino]oxy}propanoate